C(=O)(O)CCSC(=S)SC(C(=O)O)C 2-(2-carboxyethylsulfanyl-thiocarbonyl-sulfanyl)propionic acid